C(C1=CC=CC=C1)OCCCCCC(=O)Cl 6-benzyloxycaproyl chloride